C(C=C)C1=CC(=C(C(=C1)OC)O)Br 4-allyl-2-bromo-6-methoxyphenol